Tert-Butyl 6-fluoro-5-methoxy-1-oxoisoindoline-2-carboxylate FC1=C(C=C2CN(C(C2=C1)=O)C(=O)OC(C)(C)C)OC